ClC1=NC(=CC(=C1)C1CN(C(CO1)CO)C(=O)OCCCC)Cl butyl 2-(2,6-dichloropyridin-4-yl)-5-(hydroxymethyl)morpholine-4-carboxylate